(E)-7-(4-(4-ethylphenyl)but-1-en-1-yl)-1,2,3,9b-tetrahydrodibenzo[b,d]thiophen-4(4aH)-one C(C)C1=CC=C(C=C1)CC/C=C/C1=CC2=C(C3C(S2)C(CCC3)=O)C=C1